C(=S)[O-].[NH4+] ammonium thioformate